C(C)OC(=O)C1(CC1)C=1CN(C(C1)=O)[C@H](C)C1=CC=C(C=C1)OC (R)-1-(1-(1-(4-methoxyphenyl)ethyl)-5-oxo-2,5-dihydro-1H-pyrrol-3-yl)cyclopropanecarboxylic acid ethyl ester